tert-butyl (1R,5S)-8-(6-benzyl-3-chloro-4-cyano-5,6,7,8-tetrahydro-2,6-naphthyridin-1-yl)-3,8-diazabicyclo[3.2.1]octane-3-carboxylate C(C1=CC=CC=C1)N1CC=2C(=C(N=C(C2CC1)N1[C@H]2CN(C[C@@H]1CC2)C(=O)OC(C)(C)C)Cl)C#N